2-ethyl-4-(2,2,3-trimethyl-cyclopent-3-enyl)-2-butenol C(C)C(CO)=CCC1C(C(=CC1)C)(C)C